rac-(1S*,2S*)-2-(3-chlorophenyl)-N-(6-(((6-cyclopropyl-8-(4,4-dimethyl-2-oxopyrrolidin-1-yl)imidazo[1,2-a]pyridin-2-yl)methyl)amino)pyrimidin-4-yl)cyclopropane-1-carboxamide ClC=1C=C(C=CC1)[C@@H]1[C@H](C1)C(=O)NC1=NC=NC(=C1)NCC=1N=C2N(C=C(C=C2N2C(CC(C2)(C)C)=O)C2CC2)C1 |r|